tetrabenzyl-phosphonium (S)-(-)-2-pyrrolidone-5-carboxylate N1C(CC[C@H]1C(=O)[O-])=O.C(C1=CC=CC=C1)[P+](CC1=CC=CC=C1)(CC1=CC=CC=C1)CC1=CC=CC=C1